O1CCN(CC1)C1=NC(=NC(=N1)Cl)Cl 4-Morpholino-2,6-dichloro-1,3,5-triazin